2-(3-methoxyanilino)-4,6-dichloro-1,3,5-triazine COC=1C=C(NC2=NC(=NC(=N2)Cl)Cl)C=CC1